2,3-Butylene Carbonate C1(OC(C)C(C)O1)=O